(6-ethyl-5,6,7,8-tetrahydro-1H-pyrrolo[2,3-g]isoquinolin-2-yl)methanone ethyl-1-phenyl-5-(3-(2-(trifluoromethyl)benzyl)ureido)-1H-pyrazole-3-carboxylate C(C)OC(=O)C1=NN(C(=C1)NC(=O)NCC1=C(C=CC=C1)C(F)(F)F)C1=CC=CC=C1.C(C)N1CC=2C=C3C(=CC2CC1)NC(=C3)C=O